COCCC(=O)NCCC beta-methoxy-(N-propyl)propionamide